FC(C1=CC(=C(C=C1)B(O)O)C)(F)F 4-trifluoromethyl-2-methylbenzeneboronic acid